1-cyano-N-(3-(imidazo[4,5-d]pyrrolo[2,3-b]pyridin-1(6H)-yl)bicyclo[1.1.1]pentan-1-yl)methane-sulfonamide C(#N)CS(=O)(=O)NC12CC(C1)(C2)N2C=NC=1C2=C2C(=NC1)NC=C2